(2R,2'R)-1,1'-bis[(1-methyl-1H-benzo[d]imidazol-2-yl)methyl]-2,2'-bipyrrolidine CN1C(=NC2=C1C=CC=C2)CN2[C@H](CCC2)[C@@H]2N(CCC2)CC2=NC1=C(N2C)C=CC=C1